CC1=CN(C(=O)NC1=O)[C@H]2C[C@@H]([C@H](O2)COP(=O)(O)O[C@H]3C[C@@H](O[C@@H]3COP(=O)(O)O[C@H]4C[C@@H](O[C@@H]4COP(=O)(O)O[C@H]5C[C@@H](O[C@@H]5COP(=O)(O)O[C@H]6C[C@@H](O[C@@H]6CO)N7C=CC(=CC7=O)N)N8C=CC(=CC8=O)N)N9C=C(C(=O)NC9=O)C)N1C=C(C(=O)NC1=O)C)OP(=O)(O)OC[C@@H]1[C@H](C[C@@H](O1)N1C=CC(=CC1=O)N)O The molecule is a single-stranded DNA oligonucleotide comprised of three deoxycytidine and three thymidine residues connected by 3'->5' phosphodiester linkages in the sequence C-C-T-T-T-C.